octaethylene glycol di(1,1,2,2-tetrafluorobutyl) ether FC(C(CC)(F)F)(F)OCCOCCOCCOCCOCCOCCOCCOCCOC(C(CC)(F)F)(F)F